O1C(=CC=C1C(=O)O)C(=O)O.C(C(C)O)O propylene glycol 2,5-furandicarboxylate